6-[(1S,4S)-5-Methyl-2,5-diazabicyclo[2.2.1]heptan-2-yl]-N-[2-(2-methylpyridin-4-yl)-[1,3]thiazolo[5,4-c]pyridin-6-yl]pyridin-2-amine CN1[C@@H]2CN([C@H](C1)C2)C2=CC=CC(=N2)NC2=CC1=C(C=N2)SC(=N1)C1=CC(=NC=C1)C